BrC=1C(=C(C=NC1C)NC(=O)NC=1C=C(C=2N(C1)N=CN2)Cl)C(C)OC 1-(5-bromo-4-(1-methoxyethyl)-6-methylpyridin-3-yl)-3-(8-chloro-[1,2,4]triazolo[1,5-a]pyridin-6-yl)urea